5-(4-butylphenyl)-3-[3-(fluoromethyl)azetidine-1-carbonyl]-2-(3-methylpyrazin-2-yl)-4H-pyrazolo[1,5-a]pyrimidin-7-one C(CCC)C1=CC=C(C=C1)C=1NC=2N(C(C1)=O)N=C(C2C(=O)N2CC(C2)CF)C2=NC=CN=C2C